C(C)(C)OC(=O)C1=C(N(C(=C(C1C1=CC(=CC=C1)[N+](=O)[O-])C(=O)O)C)CCOC)C 2-methoxyethyl-1,4-dihydro-2,6-dimethyl-4-(m-nitrophenyl)-3,5-pyridinedicarboxylic acid isopropyl ester